1-(2-chloro-5-(9-(2-(4-(4-Methoxybenzyl)piperazin-1-yl)ethyl)-3-azaspiro[5.5]undecan-3-carbonyl)phenyl)dihydropyrimidine ClC1=C(C=C(C=C1)C(=O)N1CCC2(CC1)CCC(CC2)CCN2CCN(CC2)CC2=CC=C(C=C2)OC)N2CNCC=C2